4-(hydroxymethyl)-4-(trifluoromethyl)piperidin OCC1(CCNCC1)C(F)(F)F